OCC[N+](C)(C)C[18F] [18F]fluorocholine